(R)-N-((R)-6-amino-1-(4-(3-methylureido)piperidin-1-yl)-1-oxohex-2-yl)-4-methyl-2-((R)-3-phenyl-2-(2-(((R)-2-phenylpropyl)amino)acetamido)propionamido)pentanamide NCCCC[C@H](C(=O)N1CCC(CC1)NC(=O)NC)NC([C@@H](CC(C)C)NC([C@@H](CC1=CC=CC=C1)NC(CNC[C@H](C)C1=CC=CC=C1)=O)=O)=O